N-(5-(3-(9H-purin-6-yl)pyridin-2-ylamino)-2-fluorophenyl)-3-(2-cyanopropan-2-yl)-5-fluorobenzamid N1=CN=C2NC=NC2=C1C=1C(=NC=CC1)NC=1C=CC(=C(C1)NC(C1=CC(=CC(=C1)F)C(C)(C)C#N)=O)F